COC(C[C@@H](C)SC=1SC=CC1)=O (R)-3-(2-Thienylthio)-butyric acid methyl ester